C12CN(CC(O1)C2)S(=O)(=O)C2=CC(=C(C=C2)NCC#CC=2N(C1=CC=CC(=C1C2)NC2CCN(CC2)CC(COC)O)CC(F)(F)F)OC 1-(4-((2-(3-((4-((6-oxa-3-azabicyclo[3.1.1]heptan-3-yl)sulfonyl)-2-methoxyphenyl)amino)prop-1-yn-1-yl)-1-(2,2,2-trifluoroethyl)-1H-indol-4-yl)amino)piperidin-1-yl)-3-methoxypropan-2-ol